S(=O)(=O)(O)OCCCOS(=O)O 1,3-propylene glycol sulfite Sulfate